NCC1=CC(=C2CN(C(C2=C1)=O)C1C(NC(CC1)=O)=O)F 3-(6-(aminomethyl)-4-fluoro-1-oxoisoindolin-2-yl)piperidine-2,6-dione